2-((6S,8S,9S,10R,11S,13S,14S,17R)-11,17-dihydroxy-6,10,13-trimethyl-3-oxo-6,7,8,9,10,11,12,13,14,15,16,17-dodecahydro-3H-cyclopenta[a]phenanthren-17-yl)-2-oxoethyl 4-aminobutanoate NCCCC(=O)OCC(=O)[C@]1(CC[C@H]2[C@@H]3C[C@@H](C4=CC(C=C[C@@]4([C@H]3[C@H](C[C@]12C)O)C)=O)C)O